C1(=CC=CC=C1)C#CC=1C=C2C(C(=O)OC2=O)=CC1 4-(2-phenylethynyl)phthalic anhydride